4-methyl-8-(4-((4-(methylsulfonyl)piperidin-1-yl)methyl)phenyl)-1,2,4,7-tetrahydro-3H-pyrrolo[3',2':5,6]pyrido[3,4-d]pyrimidin-3-one CN1C(NCC2=C1C=NC1=C2C=C(N1)C1=CC=C(C=C1)CN1CCC(CC1)S(=O)(=O)C)=O